CC1(C#SCC(CC1)(C)C)C 3,3,6,6-tetramethylthiacycloheptyne